N-phenylcarbamoylmethyl-N-carboxymethyl-aniline methyl-5-(5-fluoro-2-methoxyphenyl)-1-methyl-2-oxo-1,2-dihydropyridine-4-carboxylate COC(=O)C1=CC(N(C=C1C1=C(C=CC(=C1)F)OC)C)=O.C1(=CC=CC=C1)NC(=O)CN(C1=CC=CC=C1)CC(=O)O